(S)-1-(1-acryloyl-pyrrolidine-3-yl)-3-((3,5-dimethoxyphenyl)ethynyl)-5-(methylamino)-1H-pyrazole-4-formamide C(C=C)(=O)N1C[C@H](CC1)N1N=C(C(=C1NC)C(=O)N)C#CC1=CC(=CC(=C1)OC)OC